(S)-N-(3,4-difluorophenyl)-1-(5-(3,5-dimethylpyridazin-4-yl)-1H-pyrrole-2-carbonyl)pyrrolidine-3-carboxamide FC=1C=C(C=CC1F)NC(=O)[C@@H]1CN(CC1)C(=O)C=1NC(=CC1)C1=C(N=NC=C1C)C